tert-butyl 2-(benzyloxy)-5,8-dihydro-1,7-naphthyridine-7(6H)-carboxylate C(C1=CC=CC=C1)OC1=NC=2CN(CCC2C=C1)C(=O)OC(C)(C)C